N-(1,3-dihydroxy-2-methylpropan-2-yl)acetamide OCC(CO)(C)NC(C)=O